C(C1=CC=CC=C1)SC1=NN=NN1 5-benzylthio-1H-tetrazole